Diisonicotinyl-hydrazine C(C1=CC=NC=C1)NNCC1=CC=NC=C1